6-(2,6-dichloro-4-nitrophenoxy)-2-methoxy-1-methyl-1H-benzo[d]imidazole ClC1=C(OC=2C=CC3=C(N(C(=N3)OC)C)C2)C(=CC(=C1)[N+](=O)[O-])Cl